C(C1=CC=CC=C1)OC1=CC=C2C=CC=NC2=C1 7-(benzyloxy)quinoline